1-(3-chloro-pyridin-2-yl)-5-trifluoromethyl-1H-pyrazole-4-carboxylic acid ClC=1C(=NC=CC1)N1N=CC(=C1C(F)(F)F)C(=O)O